IC=1C2=C(N3C1C1=C(CCC3)N=CC=C1C#C[Si](C(C)C)(C(C)C)C(C)C)N=CN=C2N 13-iodo((triisopropylsilyl)ethynyl)-6,7-dihydro-5H-pyrido[3,2-c]pyrimido[5',4':4,5]pyrrolo[1,2-a]azepin-12-amine